1,2,3-trimethylcyclopentane CC1C(C(CC1)C)C